(1Z,14Z)-icosa-11,14-dien CCCCCCCCCCC=CC\C=C/CCCCC